C(C(C)C)OC1=CC=C(CNC(OC2=CC=C(C=C2)[N+](=O)[O-])=O)C=C1 4-nitrophenyl (4-isobutoxybenzyl)carbamate